C(C)(C)(C)OC(=O)N1CCC2(CC1)CCNCC2.O=C(CC[C@H]2NC(OC2)=O)N2CC1(C2)CC(CC1)CC=1C=NC(=CC1)C(F)(F)F (4R)-4-[3-oxo-3-[6-[[6-(trifluoromethyl)-3-pyridinyl]methyl]-2-azaspiro[3.4]octan-2-yl]propyl]oxazolidin-2-one t-butyl-3,9-diazaspiro[5.5]undecane-3-carboxylate